C(#N)C1=CC=C(C=C1)C(C)C1=CC=C(C=C1)C#N 2,2-bis(4-cyanophenyl)ethane